tert-butyl (Z)-(3-fluoro-2-((5-oxo-4-(2-(thiophen-2-yl)ethyl)-4,5-dihydro-1H-1,2,4-triazol-1-yl)methyl)allyl)carbamate F\C=C(\CNC(OC(C)(C)C)=O)/CN1N=CN(C1=O)CCC=1SC=CC1